N[C@@H](CO)[C@@H](\C=C\CCCCCCCCCCCCCCCCCCCCCCCCCCCCCC)O (2S,3R,E)-2-aminopentatriacont-4-ene-1,3-diol